NC1=NC=2C=CC=C(C2C2=C1N=C(N2)CCOC)OCCC(C)(O)C 4-[[4-amino-2-(2-methoxyethyl)-1H-imidazo[4,5-c]quinolin-9-yl]oxy]-2-methyl-2-butanol